C(C)(=O)NCCOC1=CC=C(C=N1)CCC(=O)O 3-(6-(2-acetamidoethoxy)pyridin-3-yl)propionic acid